ClC1=NC=NC2=CC=C(C=C12)C1=CC(=NC=C1)NC(OC(C)(C)C)=O tert-butyl (4-(4-chloroquinazolin-6-yl)pyridin-2-yl)carbamate